OCCCSSSCCCO di(3-hydroxypropyl) trisulfide